(3RS)-tetrahydrofuran-3-ol O1C[C@@H](CC1)O |r|